O1C(=CC2=C1C=CC=C2)C2=CC=C(C=C2)NC2=CC=C(C=C2)C2=CC1=CC=CC=C1C=C2 (4-Benzofuran-2-yl-phenyl)-(4-naphthalen-2-yl-phenyl)amine